Chlorosulfonyl isocyanate ClS(=O)(=O)N=C=O